FC(C(=O)O)(F)F.FC(C(=O)O)(F)F.COC=1C=C(C=CC1OC)C=1SC=C(N1)CN1CCNCC1 2-(3,4-dimethoxyphenyl)-4-(piperazin-1-ylmethyl)thiazole ditrifluoroacetate